C[C@H](C1=CN=C(C=C1)C(F)(F)F)[S@](=NC#N)(=O)C The molecule is a [methyl(oxido){1-[6-(trifluoromethyl)pyridin-3-yl]ethyl}-lambda(6)-sulfanylidene]cyanamide that has R configuration at both the sulfur atom and at the carbon attached to position 3 of the pyridine ring. It is an enantiomer of a (SC,SS)-sulfoxaflor.